2-iodo-4,6-dimethoxy-benzaldehyde IC1=C(C=O)C(=CC(=C1)OC)OC